2-[4-(Benzyloxy)-7-[2-(methoxymethoxy)ethyl]indol-3-yl]-N,N-dimethylglyoxylamide C(C1=CC=CC=C1)OC1=C2C(=CNC2=C(C=C1)CCOCOC)C(C(=O)N(C)C)=O